6-fluoro-2,3-dihydrobenzofuran-5-carboxylic acid FC1=CC2=C(CCO2)C=C1C(=O)O